2-(3-(5-((Cyclohexylmethyl)Carbamoyl)-4H-1,2,4-Triazol-3-Yl)Phenyl)-N-(Pentan-3-Yl)Oxazole-5-Carboxamide C1(CCCCC1)CNC(=O)C=1NC(=NN1)C=1C=C(C=CC1)C=1OC(=CN1)C(=O)NC(CC)CC